C1(CC1)CNCC1=CN=C(C2=CC=CC=C12)OC 1-Cyclopropyl-N-((1-methoxyisoquinolin-4-yl)methyl)methylamine